4-chloro-N-(4-(4-methoxypyridin-2-yl)-1-methyl-1,3-dihydro-2H-imidazol-2-ylidene)benzamide ClC1=CC=C(C(=O)N=C2N(C=C(N2)C2=NC=CC(=C2)OC)C)C=C1